3,4,5-trifluoro-aniline FC=1C=C(N)C=C(C1F)F